4-hydroxyphenylethyl pelargonate C(CCCCCCCC)(=O)OCCC1=CC=C(C=C1)O